glutamic acid dioleyl ester C(CCCCCCC\C=C/CCCCCCCC)OC([C@@H](N)CCC(=O)OCCCCCCCC\C=C/CCCCCCCC)=O